ClC1=C(C(=CC2=C1N=C(S2)C2=C1N=CC(=NC1=CC(=C2)C)OC(F)F)OCCO)F 2-((4-chloro-2-(2-(difluoromethoxy)-7-methylquinoxalin-5-yl)-5-fluorobenzo[d]thiazol-6-yl)oxy)ethanol